1H-quinazolinedione N1C(NC(C2=CC=CC=C12)=O)=O